FC=1C=C2C(=C(\C(\C2=CC1)=C/C1=CC=C(C=C1)C(C)C)C)CC(=O)O (E)-2-(5-fluoro-2-methyl-1-(4-isopropylbenzylidene)-1H-inden-3-yl)acetic acid